N-(3-chloro-1-(pyridin-3-yl)-1H-pyrazol-4-yl)-2-(methylsulfonyl)propanamide ClC1=NN(C=C1NC(C(C)S(=O)(=O)C)=O)C=1C=NC=CC1